C(C)N1N=C(C=C1C(=O)NC1=NC2=C(N1CCCCNC(C1=CN=CC=C1)=O)C=CC(=C2)C(=O)N)C 2-(1-ethyl-3-methyl-1H-pyrazole-5-carboxamido)-1-(4-(nicotinamido)butyl)-1H-benzo[d]imidazole-5-carBoxamide